[Si]([O-])([O-])([O-])[O-].[Ti+4] titanium silicate